3-[5-(aminomethyl)-4-fluoro-1-oxo-isoindolin-2-yl]piperidine-2,6-dione tri-chloroethyl-phosphate ClC(COP(=O)(O)O)(Cl)Cl.NCC=1C(=C2CN(C(C2=CC1)=O)C1C(NC(CC1)=O)=O)F